5-[4-[tert-butyl(dimethyl)silyl]oxy-1-piperidyl]-1-(2,6-dibenzyloxy-3-pyridyl)-3-methyl-benzimidazol-2-one [Si](C)(C)(C(C)(C)C)OC1CCN(CC1)C1=CC2=C(N(C(N2C)=O)C=2C(=NC(=CC2)OCC2=CC=CC=C2)OCC2=CC=CC=C2)C=C1